5-(((4-((3-chloro-2-fluorophenyl)amino)-7-methoxyquinazolin-6-yl)oxy)methyl)-2-(2,6-dioxopiperidin-3-yl)-4-fluoroisoindoline-1,3-dione ClC=1C(=C(C=CC1)NC1=NC=NC2=CC(=C(C=C12)OCC=1C(=C2C(N(C(C2=CC1)=O)C1C(NC(CC1)=O)=O)=O)F)OC)F